N,N-dimethylaminopropyl-sulfonic acid CN(C)CCCS(=O)(=O)O